4-(2-(2,4-difluorophenoxy)-5-(ethylsulfonylamino)phenyl)-2-(methoxy-d3)-6-(methyl-d3)pyridine 1-oxide FC1=C(OC2=C(C=C(C=C2)NS(=O)(=O)CC)C2=CC(=[N+](C(=C2)C([2H])([2H])[2H])[O-])OC([2H])([2H])[2H])C=CC(=C1)F